(2-methoxyethyl)-N-phenyl-[1,2,4]triazolo[4,3-a]quinazolin-5-amine COCCC1=NN=C2N1C1=CC=CC=C1C(=N2)NC2=CC=CC=C2